C(C=C)(=O)NC1=C(C2=C(C(N(C(C2)C)C(=O)OC(C)(C)C)C)S1)C=1SC2=C(N1)C=CC(=C2)Br tert-Butyl 2-acrylamido-3-(6-bromobenzo[d]thiazol-2-yl)-5,7-dimethyl-4,7-dihydrothieno[2,3-c]pyridine-6(5H)-carboxylate